3,3''-((2-bromo-1,3-phenylene)bis(oxy))bis-1,1'-biphenyl BrC1=C(C=CC=C1OC=1C=C(C=CC1)C1=CC=CC=C1)OC=1C=C(C=CC1)C1=CC=CC=C1